N[C@H](CC=O)[C@H]([C@H](O)C)N 3,4-diamino-2,3,4,6-tetradeoxy-D-galactose